COCC(C)(C)OC1=CC(=NC2=CC=C(C=C12)[N+](=O)[O-])C1=CN=CS1 5-(4-((1-Methoxy-2-methylpropan-2-yl)oxy)-6-nitroquinolin-2-yl)thiazole